(R)-2-ethyl-4-((1-(3-fluoro-4-phenoxyphenyl)ethyl)amino)-2,3-dihydro-1H-pyrrolo[3,4-c]pyridin-1-one C(C)N1CC=2C(=NC=CC2C1=O)N[C@H](C)C1=CC(=C(C=C1)OC1=CC=CC=C1)F